5-(((1R,2S)-2-(diethylamino)cyclopentyl)(methyl)amino)-2-(2,6-dioxopiperidin-3-yl)isoindoline-1,3-dione C(C)N([C@@H]1[C@@H](CCC1)N(C=1C=C2C(N(C(C2=CC1)=O)C1C(NC(CC1)=O)=O)=O)C)CC